(2S)-2-[9H-fluoren-9-ylmethoxycarbonyl-(propyl)amino]-3-isopentyloxy-propionic acid C1=CC=CC=2C3=CC=CC=C3C(C12)COC(=O)N([C@H](C(=O)O)COCCC(C)C)CCC